FC1=C(C(=CC(=C1)C1=CC=C(C=C1)C(C)(C)O)O)N1CC(NS1(=O)=O)=O 5-[2-fluoro-6-hydroxy-4-[4-(1-hydroxy-1-methylethyl)phenyl]phenyl]-1,1-dioxo-1,2,5-thiadiazolidin-3-one